tert-butyl (S,E)-2-(2-oxo-2-((1-(4-(trifluoromethyl)phenyl)ethyl)amino)ethyl)but-2-enoate O=C(C/C(/C(=O)OC(C)(C)C)=C\C)N[C@@H](C)C1=CC=C(C=C1)C(F)(F)F